2-(2-((tert-butoxycarbonyl)amino)ethoxy)acetic acid C(C)(C)(C)OC(=O)NCCOCC(=O)O